C(C)(C)(C)OC(=O)NCCCCOC1CN(C1)C1=NC2=C(C3=CN=CC=C13)C=CC(=C2)C(=O)O 5-(3-(4-((tert-Butoxycarbonyl)amino)butoxy)azetidin-1-yl)benzo[c][2,6]naphthyridine-8-carboxylic acid